2-(1-Methyl-2,6-dioxopiperidin-3-yl)-4-((4-(2-(methylamino)ethyl)benzyl)amino)isoindoline-1,3-dione CN1C(C(CCC1=O)N1C(C2=CC=CC(=C2C1=O)NCC1=CC=C(C=C1)CCNC)=O)=O